cytidine tosylate salt S(=O)(=O)(O)C1=CC=C(C)C=C1.[C@@H]1([C@H](O)[C@H](O)[C@@H](CO)O1)N1C(=O)N=C(N)C=C1